N1N=CC(=C1)C1=CC=C(C=C1)C1=CN=C2N1N=C(C=C2)N2CCOCC2 4-(3-(4-(1H-pyrazol-4-yl)phenyl)imidazo[1,2-b]pyridazin-6-yl)morpholine